3-((6Z,9Z,28Z,31Z)-heptatriaconta-6,9,28,31-tetraen-19-yloxy)-N,N-dimethylpropan-1-amine CCCCC\C=C/C\C=C/CCCCCCCCC(CCCCCCCC\C=C/C\C=C/CCCCC)OCCCN(C)C